FC1(C2(CC1(C2)C2=CC=C(C=C2)C(F)(F)F)C(=O)O)F 2,2-difluoro-3-(4-(trifluoromethyl)phenyl)bicyclo[1.1.1]pentane-1-carboxylic acid